C(C1=CC=CC=C1)OC(=O)N[C@@H](C(=O)OCC1=CC=CC=C1)CNC(C1=CC(=CC(=C1)F)C1=C(N=CN1COCC[Si](C)(C)C)CC)=O (R)-benzyl 2-(((benzyloxy)carbonyl)amino)-3-(3-(4-ethyl-1-((2-(trimethylsilyl)ethoxy)methyl)-1H-imidazol-5-yl)-5-fluorobenzamido)propanoate